(1R,5S)-N-[6-(7-pyrazol-1-yl-1H-indazol-4-yl)pyridazin-3-yl]-9-azabicyclo[3.3.1]-nonan-3-amine N1(N=CC=C1)C=1C=CC(=C2C=NNC12)C1=CC=C(N=N1)NC1C[C@H]2CCC[C@@H](C1)N2